C(C)(C)(C)[Si](Cl)(C1=CC=CC=C1)C1=CC=CC=C1 tert.Butyldiphenylchlorosilane